1-cyclopropyl-3-(3-(4'-fluorospiro[cyclopentane-1,3'-indoline]-1'-carbonyl)phenyl)urea C1(CC1)NC(=O)NC1=CC(=CC=C1)C(=O)N1CC2(C3=C(C=CC=C13)F)CCCC2